(R)-8-(2-Fluoro-4-(trifluoromethyl)phenyl)-N-(1-hydroxypropan-2-yl)-6-methoxyquinoline-3-carboxamide FC1=C(C=CC(=C1)C(F)(F)F)C=1C=C(C=C2C=C(C=NC12)C(=O)N[C@@H](CO)C)OC